C(C=C)(=O)OCCCCOC1=CC=C(C(=O)O)C=C1 4-(4-acryloyloxybutoxy)-benzoic acid